2-[1-[4-(6-tert-butoxy-2-pyridyl)-2,6-difluoro-phenyl]-4-piperidyl]acetic acid C(C)(C)(C)OC1=CC=CC(=N1)C1=CC(=C(C(=C1)F)N1CCC(CC1)CC(=O)O)F